ClC=1C=CC2=C(N=C(O2)N2[C@H]3COC[C@@H]2CC=2N=C(SC23)NC(=O)NC2CCC(CC2)O)C1 N-[(4S,8S)-10-(5-chloro-1,3-benzoxazol-2-yl)-4,7,8,9-tetrahydro-5H-4,8-epiminooxocino[5,4-d][1,3]thiazol-2-yl]-N'-[(1r,4r)-4-hydroxycyclohexyl]urea